4-[[6-amino-5-[(4R)-4-ethyl-2,5-dioxo-imidazolidin-1-yl]-2-pyridyl]oxy]-2-(trifluoromethoxy)benzonitrile NC1=C(C=CC(=N1)OC1=CC(=C(C#N)C=C1)OC(F)(F)F)N1C(N[C@@H](C1=O)CC)=O